(((3R,3aR,6R,6aR)-6-methoxyhexahydrofuro[3,2-b]furan-3-yl)oxy)propan-1-ol Ammonium Pentadecyl-(R)-(((1-(6-amino-9H-purin-9-yl)propan-2-yl)oxy)methyl)phosphonate C(CCCCCCCCCCCCCC)OP([O-])(=O)CO[C@@H](CN1C2=NC=NC(=C2N=C1)N)C.[NH4+].CO[C@@H]1CO[C@H]2[C@@H]1OC[C@H]2OC(CC)O